FC=1C=C2C(C(=CN3C2=C(C1F)SCC3)CN[C@@H]3CN(CCC3)C=3C=NC(=CC3)[N+](=O)[O-])=O (S)-9,10-difluoro-6-(((1-(6-nitropyridin-3-yl)piperidin-3-yl)amino)methyl)-2,3-dihydro-7H-[1,4]thiazino[2,3,4-ij]quinolin-7-one